CC1=CC(=C(COC2OCCCC2)C=C1[N+](=O)[O-])S(=O)(=O)C 2-((4-methyl-2-(methylsulfonyl)-5-nitrobenzyl)oxy)tetrahydro-2H-pyran